2-((6-(pyridin-4-yl)pyrazin-2-yl)amino)butanoic acid N1=CC=C(C=C1)C1=CN=CC(=N1)NC(C(=O)O)CC